2,2'-biphenyl bishexadecanoate C(CCCCCCCCCCCCCCC)(=O)O.C(CCCCCCCCCCCCCCC)(=O)O.C1=C(C=CC=C1)C1=CC=CC=C1